Cl.NC1=C2C(=NC=N1)N(N=C2C2=NOC(=C2C2=NC=C(C=N2)C2CCN(CC2)C(=O)OCC(=O)O)C2CC2)C(C)(C)C 2-((4-(2-(3-(4-amino-1-(tert-butyl)-1H-pyrazolo[3,4-d]pyrimidin-3-yl)-5-cyclopropylisoxazol-4-yl)pyrimidin-5-yl)piperidine-1-carbonyl)oxy)acetic acid hydrochloride